C(C1=CC=CC=C1)NCCC1(COC1)C1=CC=C(C=C1)C N-benzyl-2-(3-(4-tolyl)oxetan-3-yl)ethanamine